5-(3,3-Difluoropiperidin-1-yl)-7-methyl-N-(1,1,1-trifluoropropan-2-yl)pyrazolo[1,5-a]Pyrimidine FC1(CN(CCC1)C1=NC=2N(C(=C1)C)N(CC2)C(C(F)(F)F)C)F